P(=O)(O)(O)O.O[C@H]1[C@H](O)[C@@H](O)[C@H](O)[C@H](O1)CO beta-glucose phosphate